2-(2-((3R,4R)-3-Amino-4-fluoropiperidin-1-yl)-6-fluoro-1H-benzo[d]imidazol-1-yl)-N-((R)-tetrahydrofuran-3-yl)-N-(2,2,2-trifluoroethyl)acetamid N[C@@H]1CN(CC[C@H]1F)C1=NC2=C(N1CC(=O)N(CC(F)(F)F)[C@H]1COCC1)C=C(C=C2)F